(S)-2-(3-methoxypyridin-4-yl)-N-(2-methyl-5-(2-(2-methylpyrrolidin-1-yl)acetamido)pyridin-3-yl)-1H-pyrrolo[2,3-b]pyridine-5-carboxamide COC=1C=NC=CC1C1=CC=2C(=NC=C(C2)C(=O)NC=2C(=NC=C(C2)NC(CN2[C@H](CCC2)C)=O)C)N1